(S)-2-(1-oxo-2-azaspiro[4.4]non-7-en-3-yl)ethyl 4-methylbenzenesulfonate CC1=CC=C(C=C1)S(=O)(=O)OCC[C@H]1NC(C2(C1)CC=CC2)=O